CN1C(CCC1)=O 1-N-methylpyrrolidone